2-[5-ethylsulfonyl-6-[2-oxo-1-(2,2,3,3,3-pentafluoropropyl)-3,4-dihydro-1,7-naphthyridin-6-yl]-3-pyridyl]-2-methyl-propanenitrile C(C)S(=O)(=O)C=1C=C(C=NC1C=1C=C2CCC(N(C2=CN1)CC(C(F)(F)F)(F)F)=O)C(C#N)(C)C